(S)-3-(5-(4-(6-(4-((5-(2-chloro-4-phenoxybenzoyl)-7H-pyrrolo[2,3-d]pyrimidin-4-yl)amino)piperidin-1-yl)-6-oxohexyl)piperazin-1-yl)-1-oxoisoindolin-2-yl)piperidine-2,6-dione ClC1=C(C(=O)C2=CNC=3N=CN=C(C32)NC3CCN(CC3)C(CCCCCN3CCN(CC3)C=3C=C2CN(C(C2=CC3)=O)[C@@H]3C(NC(CC3)=O)=O)=O)C=CC(=C1)OC1=CC=CC=C1